S(=O)(=O)(C1=CC=C(C)C=C1)OCCCCOS(=O)(=O)C1=CC=C(C)C=C1 p-[4-(tosyloxy)butoxysulfonyl]toluene